trans-1,4-cyclohexane-dicarboxylic acid monomethyl ester COC(=O)[C@@H]1CC[C@H](CC1)C(=O)O